COC1=CC(C=C(C1)OC)C(=O)O 3,5-dimethoxycyclohexa-2,5-diene-1-carboxylic acid